3,8-dibromophenanthroline methyl-1-((5-(3'-amino-2-chloro-2'-methyl-[1,1'-biphenyl]-3-yl)-3-methoxypyrazin-2-yl)methyl)piperidine-4-carboxylate COC(=O)C1CCN(CC1)CC1=NC=C(N=C1OC)C=1C(=C(C=CC1)C1=C(C(=CC=C1)N)C)Cl.BrC=1C=NC2=C3N=CC(=CC3=CC=C2C1)Br